5-methoxy-2-(4-methoxybenzyl)-3-oxo-2,3-dihydropyridazine-4-carbonitrile COC1=C(C(N(N=C1)CC1=CC=C(C=C1)OC)=O)C#N